BrC1=CC(=NC2=CC=C(C=C12)C1=CC(=C(C=C1)CC(=O)N(C)C)OC)C 2-(4-(4-bromo-2-methylquinolin-6-yl)-2-methoxyphenyl)-N,N-dimethylacetamide